[15-(4,4-dipentoxybutanoyloxy)-8-[(1-methyl-4-piperidyl)methyl-[(S)-octylsulfinyl]amino]pentadecyl] 4,4-dipentoxybutanoate C(CCCC)OC(CCC(=O)OCCCCCCCC(CCCCCCCOC(CCC(OCCCCC)OCCCCC)=O)N([S@@](=O)CCCCCCCC)CC1CCN(CC1)C)OCCCCC